1-(4-But-2-enoxy-2-hydroxyphenyl)-3-(3-methoxyphenyl)prop-2-en-1-one C(C=CC)OC1=CC(=C(C=C1)C(C=CC1=CC(=CC=C1)OC)=O)O